(3-(3-(benzo[d][1,3]dioxol-4-yl)-1H-pyrazolo[3,4-b]pyrazin-6-yl)-7-(4-methylthiazol-2-yl)-3-azabicyclo[4.1.0]heptan-7-yl)methanamine O1COC2=C1C=CC=C2C2=NNC1=NC(=CN=C12)N1CC2C(C2CC1)(C=1SC=C(N1)C)CN